N-(3-methoxybenzyl)-4-(2-(2-(3-methoxyphenoxy)ethoxy)ethoxy)-N-(4-morpholinobenzyl)aniline COC=1C=C(CN(C2=CC=C(C=C2)OCCOCCOC2=CC(=CC=C2)OC)CC2=CC=C(C=C2)N2CCOCC2)C=CC1